C(C1=CC=CC=C1)OCCOCCOCCOC[C@@H]1[C@H]([C@H](C(O1)O)O)O (3R,4S,5R)-5-[2-[2-(2-benzyloxyethoxy)ethoxy]ethoxymethyl]-tetrahydrofuran-2,3,4-triol